COCC(C)NC(=O)C1=CC2=C(N(C(=N2)NC=2SC3=C(N2)C=CC(=C3)OC(F)(F)F)C)C=C1 1-Methyl-2-(6-trifluoromethoxy-benzothiazol-2-ylamino)-1H-benzoimidazole-5-carboxylic acid (2-methoxy-1-methyl-ethyl)-amide